ClC1=CC(=C2C(=N1)N(N=N2)[C@H]2[C@@H]([C@@H]([C@H](O2)CO[C@](COC)(C)P(O)(O)=O)O)O)NC2CCCC2 ((R)-2-(((2R,3S,4R,5R)-5-(5-chloro-7-(cyclopentylamino)-3H-[1,2,3]triazolo[4,5-b]-pyridin-3-yl)-3,4-dihydroxy-tetrahydrofuran-2-yl)methoxy)-1-methoxypropan-2-yl)phosphonic acid